OC1(COC1)C=1C=C(C=CC1)C(=O)N1CCC(CC1)C1=C(C=CC=C1)C (3-(3-hydroxyoxetan-3-yl)phenyl)(4-(tolyl)piperidin-1-yl)methanone